CS(=O)(=O)C1=CC=C(C=C1)C1=CC=C2C(=N1)SC(=N2)OC(C)C2CCN(CC2)C(=O)OC(C)C Isopropyl 4-(1-((5-(4-(methyl sulfonyl)phenyl)thiazolo[5,4-b]pyridin-2-yl)oxy)ethyl)piperidine-1-carboxylate